NC(CCN(C(CCl)=O)NC(=O)[C@@H](CC(C)C)NC(=O)C=1C=C2C(=CNC(=C2)OC)N1)=O N-[(1R)-1-[[(3-Amino-3-oxo-propyl)-(2-chloroacetyl)amino]carbamoyl]-3-methyl-butyl]-5-methoxy-6H-pyrrolo[2,3-c]pyridine-2-carboxamide